N-Iodophthalimid IN1C(C=2C(C1=O)=CC=CC2)=O